tert-Butyl (Z)-4-(6-(2-fluoro-2-(6-(pyridazin-4-yl)pyrazin-2-yl)vinyl)-3-(3-fluorophenoxy)-2-(trifluoromethyl)phenyl)-1-oxa-4,9-diazaspiro[5.5]undecane-9-carboxylate F\C(=C/C1=CC=C(C(=C1N1CCOC2(C1)CCN(CC2)C(=O)OC(C)(C)C)C(F)(F)F)OC2=CC(=CC=C2)F)\C2=NC(=CN=C2)C2=CN=NC=C2